CC1=C(C(CCC1)(C)C)/C=C/C(=C\\C=C\\C(=C\\C=O)\\C)/C The molecule is a retinal in which the double bond at position 9 has cis configuration, whilst the remaining acyclic double bonds have trans configuration.